ClC1=CC=C(C(=N1)C=O)NC(OC(C)(C)C)=O tert-butyl N-(6-chloro-2-formylpyridin-3-yl)carbamate